C[C@@]12C[C@H]([C@@H]([C@]1(CC(=O)[C@@]3([C@H]2CC=C4[C@H]3C[C@@H](C(=O)C4(C)C)O)C)C)[C@](C)(C(=O)/C=C/C(C)(C)O)O)O The molecule is a cucurbitacin in which a lanostane skeleton is multi-substituted with hydroxy, methyl and oxo substituents, with unsaturation at positions 5 and 23. It is a cucurbitacin, a secondary alpha-hydroxy ketone and a tertiary alpha-hydroxy ketone. It derives from a hydride of a lanostane.